methyl 8-[4-(dimethylamino)-N-(7-ethoxy-6-fluoro-7-oxohept-5-en-1-yl)butanamido]octadecenoate CN(CCCC(=O)N(CCCCC=C(C(=O)OCC)F)C(CCCCC=CC(=O)OC)CCCCCCCCCC)C